4-(3,6-dihydro-2H-pyran-4-yl)aniline O1CCC(=CC1)C1=CC=C(N)C=C1